CC1(CCC2=C(C1=O)C=CC(=N2)C#CC3=CC=CC=C3)C 6,6-dimethyl-2-phenylethynyl-7,8-dihydro-6H-quinolin-5-one